1-[(2R)-1-[5-(1-phenyl-1H-pyrazol-4-yl)furan-2-carbonyl]pyrrolidin-2-yl]methanamine C1(=CC=CC=C1)N1N=CC(=C1)C1=CC=C(O1)C(=O)N1[C@H](CCC1)CN